CN(C)CC#N N,N-dimethylglycinonitrile